C(C)(=O)NC1=CN(C2=CC=C(C=C12)OCCC1CCC(CC1)C(F)(F)F)C(=O)OC(C)(C)C tert-butyl 3-acetamido-5-(2-(4-(trifluoromethyl)cyclohexyl)ethoxy)-1H-indole-1-carboxylate